C(N)(OC(C1=CC=CC=C1)[C@H](C(=O)NC1=CC=C(C=C1)OC)CO)=O [(1R)-1-(hydroxymethyl)-2-(4-methoxy-anilino)-2-oxo-ethyl]Benzyl carbamate